C1(CC1)C1=NC=C2N1C=C(C=C2C2=C(C(=O)N(C(C)C)CC)C=C(C=C2)F)C2CN(CC2)CC2CCC(CC2)NS(=O)(=O)CC 2-[3-cyclopropyl-6-(1-{[(1r,4r)-4-ethanesulfonamidocyclohexyl]methyl}pyrrolidin-3-yl)imidazo[1,5-a]pyridin-8-yl]-N-ethyl-5-fluoro-N-(isopropyl)benzamide